6-(2-(1-cyclopropyl-1H-pyrazol-4-yl)-6-methylmorpholino)-8-(2,4-difluorophenyl)-3-methyl-2-(trifluoromethyl)pyrido[3,4-d]pyrimidin-4(3H)-one C1(CC1)N1N=CC(=C1)C1OC(CN(C1)C1=CC2=C(N=C(N(C2=O)C)C(F)(F)F)C(=N1)C1=C(C=C(C=C1)F)F)C